N-(3-aminopropyl)-cyclohexylamine NCCCNC1CCCCC1